3-(5-(dimethylamino)-2-(1H-pyrazol-5-yl)thieno[3,2-b]pyridin-7-ylamino)-1-propanol CN(C1=CC(=C2C(=N1)C=C(S2)C2=CC=NN2)NCCCO)C